3-[1-methyl-6-[(2s,4r)-2-methyl-4-piperidinyl]indazol-3-yl]piperidine-2,6-dione CN1N=C(C2=CC=C(C=C12)[C@H]1C[C@@H](NCC1)C)C1C(NC(CC1)=O)=O